CN(S(=O)(=O)C1=NN2C(CN(CCC2)C(=O)OCC2=CC=CC=C2)=C1)C benzyl 2-(N,N-dimethylsulfamoyl)-7,8-dihydro-4H-pyrazolo[1,5-a][1,4]diazepine-5(6H)-carboxylate